2-(1-(3-cyclopropyl-1,2,4-oxadiazol-5-yl)piperidin-4-yloxy)-5-(4-(methylsulfonyl)phenyl)thiazolo[5,4-b]pyridine C1(CC1)C1=NOC(=N1)N1CCC(CC1)OC=1SC2=NC(=CC=C2N1)C1=CC=C(C=C1)S(=O)(=O)C